ClC[Si](N[Si](CCl)(C)C)(C)C 1,3-bis(chloromethyl)tetramethyl-disilazane